2-(Pyridin-2-yl)-N-{5-[(1-{5-[2-(pyridin-2-yl)acetamido]-1,3,4-thiadiazol-2-yl}piperidin-4-yl)amino]-1,3,4-thiadiazol-2-yl}acetamide N1=C(C=CC=C1)CC(=O)NC=1SC(=NN1)NC1CCN(CC1)C=1SC(=NN1)NC(CC1=NC=CC=C1)=O